1,3-bis(isocyanatomethyl)cyclohexane tert-Butyl-4-(N-(6-((2S,3S)-1-methyl-5-oxo-2-(pyridin-3-yl)pyrrolidine-3-carboxamido)hexyl)sulfamoyl)piperidine-1-carboxylate C(C)(C)(C)OC(=O)N1CCC(CC1)S(NCCCCCCNC(=O)[C@@H]1[C@H](N(C(C1)=O)C)C=1C=NC=CC1)(=O)=O.N(=C=O)CC1CC(CCC1)CN=C=O